2-(4-aminophenyl)-2-oxo-3,3,5,5-tetramethyl-[1,4,2]-oxazaphosphinane NC1=CC=C(C=C1)P1(OCC(NC1(C)C)(C)C)=O